N-[1-[2-[6-[3-(Difluoromethyl)-4-fluoro-phenyl]pyrazolo[4,3-b]pyridin-1-yl]acetyl]azetidin-3-yl]-2,2,2-trifluoro-acetamide FC(C=1C=C(C=CC1F)C=1C=C2C(=NC1)C=NN2CC(=O)N2CC(C2)NC(C(F)(F)F)=O)F